N-(2-ethyl-7-methylthiochroman-4-yl)-2-oxo-6-(trifluoromethyl)-1,2-dihydropyridine-3-carboxamide C(C)C1SC2=CC(=CC=C2C(C1)NC(=O)C=1C(NC(=CC1)C(F)(F)F)=O)C